(S)-5-((1-((4,5,6,7-tetrahydropyrazolo[1,5-a]pyrazin-2-yl-4,4-d2)methoxy-d2)propan-2-yl)amino)-4-(trifluoromethyl)pyridazin-3(2H)-one N1=C(C=C2N1CCNC2([2H])[2H])C(OC[C@H](C)NC2=C(C(NN=C2)=O)C(F)(F)F)([2H])[2H]